OCCCNCCCCCCCC(=O)OCC(CCCCCC)CCCC 2-butyloctyl 8-((3-hydroxypropyl)amino)octanoate